toluenesulfonyl-sulfonate C(C1=CC=CC=C1)S(=O)(=O)S(=O)(=O)[O-]